C(C)(=O)N1[C@@H](CN(C[C@@H]1C)C1=CC=C(C=C1)C=1NC(C2=C(N1)N=C(C=C2OC)OC)=O)C 2-(4-((3R,5S)-4-Acetyl-3,5-dimethylpiperazin-1-yl)phenyl)-5,7-dimethoxypyrido[2,3-d]pyrimidin-4(3H)-on